FC(C=1C=C(N=NC1)CN)(F)F (5-(trifluoromethyl)pyridazin-3-yl)methylamine